bis(fluorenyl)zirconium C1(=CC=CC=2C3=CC=CC=C3CC12)[Zr]C1=CC=CC=2C3=CC=CC=C3CC12